N,N-dimethyl-4-{[4-{[3-(methylsulfonyl)benzyl]amino}-5-(trifluoromethyl)pyrimidin-2-yl]amino}benzamide CN(C(C1=CC=C(C=C1)NC1=NC=C(C(=N1)NCC1=CC(=CC=C1)S(=O)(=O)C)C(F)(F)F)=O)C